3',5'-dimethoxybenzoin carbamate C(N)(O)=O.COC=1C=C(C(C(C2=CC=CC=C2)=O)O)C=C(C1)OC